2'-chloro-N-(5-(5-cyano-3,6-dimethyl-picolinoyl)-5,6-dihydro-4H-pyrrolo[3,4-d]thiazol-2-yl)-5'-methoxy-6-methyl-[4,4'-bipyridine]-3-carboxamide ClC1=NC=C(C(=C1)C1=C(C=NC(=C1)C)C(=O)NC=1SC2=C(N1)CN(C2)C(C2=NC(=C(C=C2C)C#N)C)=O)OC